C1(CC1)C(C(C)(C)O)N1CC2=CC(=CC(=C2C1=O)NC(=O)C=1C2=CN(N=C2C=CC1)C)F N-(2-(1-cyclopropyl-2-hydroxy-2-methylpropyl)-6-fluoro-3-oxoisoindolin-4-yl)-2-methyl-2H-indazole-4-carboxamide